FC1=C(C(=O)O)C=CC(=C1)CC(=O)OC 2-fluoro-4-(2-methoxy-2-oxoethyl)benzoic acid